ClC=1N=C(C2=C(N1)N(C=C2)COCC[Si](C)(C)C)C=C 2-chloro-7-((2-(trimethylsilyl)ethoxy)methyl)-4-vinyl-7H-pyrrolo[2,3-d]pyrimidine